FC1=C(C(=CC=C1N1C=CC=C1)F)[C-]1C=CC=C1.[C-]1(C=CC=C1)C1=C(C(=CC=C1F)N1C=CC=C1)F.[Ti+2] bis[2,6-difluoro-3-(1H-pyrrol-1-yl)-phenyl]Titanocene